1-(1-(trifluoromethoxy)isoquinolin-5-yl)-5-(trifluoromethyl)-N-(2-(trifluoromethyl)pyridin-4-yl)-1H-pyrazole-4-carboxamide FC(OC1=NC=CC2=C(C=CC=C12)N1N=CC(=C1C(F)(F)F)C(=O)NC1=CC(=NC=C1)C(F)(F)F)(F)F